C1(CCCCC1)NCCC[Si](OCC)(OCC)OCC N-(cyclohexyl)-gamma-aminopropyl-triethoxysilane